CC([C@@H](C(NC)=O)NC(=O)C[C@H](CCCN1C(=NC=C1)[N+](=O)[O-])NC(OC(C)(C)C)=O)(C)C tert-butyl N-[(2S)-1-{[(1S)-2,2-dimethyl-1-(methylcarbamoyl)propyl] carbamoyl}-5-(2-nitro-1H-imidazol-1-yl)pentan-2-yl]carbamate